FC(C(=O)O)(F)F.FC(C1(CC1)C1CNCC1)(F)F.C(C)=O ethan-1-one compound with 3-(1-(trifluoromethyl)cyclopropyl)pyrrolidine 2,2,2-trifluoroacetate